C(=O)(O)C1CN(CCC1)C(=O)[C@@H]1[C@H](C1)CC(N1N=CC(=C1)C1=CC=CC=C1)C1=[N+](C=C(C=C1)C1=C(C(=CC=C1N1N=NN=C1)Cl)F)[O-] |o1:11,12| 2-(2-((1R*,2S*)-2-(3-Carboxypiperidine-1-carbonyl)cyclopropyl)-1-(4-phenyl-1H-pyrazol-1-yl)ethyl)-5-(3-chloro-2-fluoro-6-(1H-tetrazol-1-yl)phenyl)pyridine 1-oxide